(R)-N-(3-(1-((2-amino-5-chloropyridin-3-yl)oxy)ethyl)phenyl)-3-(pyrrolidin-1-yl)benzamide NC1=NC=C(C=C1O[C@H](C)C=1C=C(C=CC1)NC(C1=CC(=CC=C1)N1CCCC1)=O)Cl